6-(1-benzofuran-5-yl)-2-methyl-N-(1-{3-[(1-methyl-1H-pyrazol-3-yl)methoxy]phenyl}ethyl)pyrimidin O1C=CC2=C1C=CC(=C2)C2=CC=NC(N2C(C)C2=CC(=CC=C2)OCC2=NN(C=C2)C)C